C(C)(C)OC(=O)C1=C(SC2=C1C=CC(=C2)O)N(CC2=CC=CC=C2)C(C)=O 2-[acetyl-(benzyl)amino]-6-hydroxy-1-benzothiophene-3-carboxylic acid isopropyl ester